4-(cyclohexylamino)-N-(2-(4-methylpiperazin-1-yl)ethyl)-3-nitrobenzenesulfonamide C1(CCCCC1)NC1=C(C=C(C=C1)S(=O)(=O)NCCN1CCN(CC1)C)[N+](=O)[O-]